FC(C=1C=CC2=C(C1)OC1(COCC1)C1=C2N=C(S1)N)(F)F 7-(trifluoromethyl)-4',5'-dihydro-2'H-spiro[chromeno[4,3-d]thiazole-4,3'-furan]-2-amine